FC1=C(CN2C(N(C(C3=C2SC(=C3CN(C)C)C3=CC=C(C=C3)NC(OC(N(OC)OC)=N)=N)=O)C=3N=NC(=CC3)OC)=O)C(=CC=C1)F N-{4-(1-(2,6-difluorobenzyl)-5-dimethylaminomethyl-3-(6-methoxypyridazin-3-yl)-2,4-dioxo-1,2,3,4-tetrahydrothieno[2,3-d]pyrimidin-6-yl)phenyl}-dimethoxydicarbonimidic diamide